4-(4-aminophenyl)-N-(3,5-bis(trifluoromethyl)benzyl)-5-methylpyrimidin-2-amine NC1=CC=C(C=C1)C1=NC(=NC=C1C)NCC1=CC(=CC(=C1)C(F)(F)F)C(F)(F)F